C(CCCCCCCCCCC)(=O)OCCCCCCCCCCCCCCCC hexadecan-1-yl laurate